methyl 2-(((5-(tert-butyl)-6-chloro-1H-indazol-3-yl)amino)methyl)-4-chloro-1-methyl-1H-imidazole-5-carboxylate C(C)(C)(C)C=1C=C2C(=NNC2=CC1Cl)NCC=1N(C(=C(N1)Cl)C(=O)OC)C